O1N=C(N=C1)C1=CC=C(C=C1)[C@@H](C)CC(C(=O)N)(N1C[C@@H](CC1)OC1=CC(=CC=C1)C(F)(F)F)C ((S)-1-(4-(1,2,4-Oxadiazol-3-yl)phenyl)ethyl)-2-methyl-2-((R)-3-(3-(trifluoromethyl)phenoxy)pyrrolidin-1-yl)propanamide